C(C)C1(COC1)COCC1(COC1)CC bis((3-ethyl-3-oxetanyl) methyl) ether